CSC1=NC=CC(=N1)C=1N=C(SC1)C12CCC(CC1)(CC2)CN 1-(4-{4-[2-(methylsulfanyl)pyrimidin-4-yl]-1,3-thiazol-2-yl}bicyclo[2.2.2]octan-1-yl)methanamine